C(C)(C)(C)OC(C1=CC=C(C=C1)N(C([C@H](C1=CC(=CC=C1)N(C(CN(C)C)=O)C)N)=O)CC)=O (S)-4-(2-amino-2-(3-(2-(dimethylamino)-N-methylacetamido)phenyl)-N-ethylacetamido)-benzoic acid tert-butyl ester